9-(4-dibenzofuran-3-yl-phenyl)-3,6-di-quinolin-3-yl-9H-carbazole C1=CC(=CC=2OC3=C(C21)C=CC=C3)C3=CC=C(C=C3)N3C2=CC=C(C=C2C=2C=C(C=CC32)C=3C=NC2=CC=CC=C2C3)C=3C=NC2=CC=CC=C2C3